1-(2-chloro-4-fluorophenyl)-3-(5-(methoxymethyl)-4-(6-methoxypyridin-3-yl)-4H-1,2,4-triazol-3-yl)-3-azabicyclo[3.1.0]hexane ClC1=C(C=CC(=C1)F)C12CN(CC2C1)C1=NN=C(N1C=1C=NC(=CC1)OC)COC